FC1=C2C=NC(=NC2=CC=C1CN1C[C@H](CC1)OC=1C=C2CN(C(C2=CC1)=O)[C@@H]1C(NC(CC1)=O)=O)C1CCOCC1 (S)-3-(5-(((S)-1-((5-fluoro-2-(tetrahydro-2H-pyran-4-yl)quinazolin-6-yl)methyl)-pyrrolidin-3-yl)oxy)-1-oxoisoindolin-2-yl)piperidine-2,6-dione